C(C1=CC=CC=C1)N1CCN(CC1)CC(CO)O 3-(4-benzyl-1-piperazinyl)-1,2-propanediol